pyrimido(5,4-b)(1,4)benzoxazin-2(3H)-one N1C(NC=C2OC3=C(N=C21)C=CC=C3)=O